3-(5-(((1R,2R)-2-(ethyl(methyl)amino)cyclopentyl)oxy)-1-oxoisoindolin-2-yl)piperidine-2,6-dione C(C)N([C@H]1[C@@H](CCC1)OC=1C=C2CN(C(C2=CC1)=O)C1C(NC(CC1)=O)=O)C